(S)-N-[(1R)-2-fluoro-5-{[3-nitro-6-(pyrazol-1-yl)pyridin-2-yl]amino}-2,3-dihydro-1H-inden-1-yl]-2-methylpropane-2-sulfinamide FC1[C@@H](C2=CC=C(C=C2C1)NC1=NC(=CC=C1[N+](=O)[O-])N1N=CC=C1)N[S@@](=O)C(C)(C)C